I(=O)(=O)(=O)[O-].[Na+] sodium periodate salt